[C@H]12CN(C[C@H](CC1)N2)C2=NC(=NC1=C(C(=CC=C21)C2=CC(=CC1=CC=CC=C21)O)F)N2CC(C2)(CO)CO (1-(4-((1R,5S)-3,8-diazabicyclo[3.2.1]octan-3-yl)-8-fluoro-7-(3-hydroxynaphthalen-1-yl)quinazolin-2-yl)azetidine-3,3-diyl)dimethanol